(S)-(3,4-dichloro-2-methoxy-9-methyl-5,6,7,9-tetrahydro-8H-pyrrolo[3,2-b:4,5-c']dipyridin-8-yl)(5-methoxypyrimidin-2-yl)methanone ClC=1C(=C2C(=NC1OC)C=1[C@@H](N(CCC1N2)C(=O)C2=NC=C(C=N2)OC)C)Cl